ClC1=C(CN2N=C3C4=C(CCC3=C2)OC(=C4C)C(=O)NC4=C(C=C(C=C4)OC)OC)C(=CC=C1)F 2-(2-chloro-6-fluorobenzyl)-N-(2,4-dimethoxyphenyl)-8-methyl-4,5-dihydro-2H-furo[2,3-g]indazole-7-carboxamide